CN(S(=O)(=N)C1=CC=C(C=C1)S(=O)(=O)N1CC2(N3N=C(C=C31)C)CCCCC2)C N,N-dimethyl-4-((6'-methylspiro[cyclohexane-1,3'-imidazo[1,2-b]pyrazol]-1'(2'H)-yl)sulfonyl)benzenesulfonimidamide